(2-methyl-4-(methylthio)benzofuran-7-yl)ethan-1-one CC=1OC2=C(C1)C(=CC=C2C(C)=O)SC